(S)-(1,3-Dimethyl-azetidin-3-yl)-(4-isopropyl-phenyl)-{3-[3-(5-methyl-isoxazol-3-yl)-[1,2,4]oxadiazol-5-yl]-phenyl}-methanol CN1CC(C1)(C)[C@@](O)(C1=CC(=CC=C1)C1=NC(=NO1)C1=NOC(=C1)C)C1=CC=C(C=C1)C(C)C